C(\C=C\C(=O)O)(=O)O (2E)-2-butenedioic acid